BrC1=CC2=C(CCOC(C2=O)C(C(=O)OCC)=O)C=C1OC ethyl 2-(7-bromo-8-methoxy-5-oxo-1,2-dihydro-3-benzoxepin-4-yl)-2-oxo-acetate